N-(2-methyl-4-((2-oxo-2,3-dihydro-1H-benzo[d]imidazol-1-yl)methyl)benzyl)acetamide CC1=C(CNC(C)=O)C=CC(=C1)CN1C(NC2=C1C=CC=C2)=O